N1(CCOCC1)CCCS(=O)(=O)O 4-Morpholinepropanesulfonic acid